C1(CC1)S(=O)(=O)NC=1SC=C(N1)C1(CC1)C(=O)NC1=CC=C(C=C1)C1=NC(=CN=C1)OCC 1-(2-(cyclopropanesulfonamido)thiazol-4-yl)-N-(4-(6-ethoxypyrazin-2-yl)phenyl)cyclopropane-1-carboxamide